C(C#C)NC(C1=CC=CC=C1)=O N-(prop-2-ynyl)benzamide